4-amino-N-methyl-N-(1-(2-(1-methylpiperidin-4-yl)benzo[d]thiazol-5-yl)ethyl)-[1,2,4]triazolo[4,3-a]quinoxaline-8-carboxamide NC=1C=2N(C3=CC(=CC=C3N1)C(=O)N(C(C)C=1C=CC3=C(N=C(S3)C3CCN(CC3)C)C1)C)C=NN2